N-cumyl-benzamide methyl-2-(7-(3,4-dimethoxyphenyl)pyrazolo[1,5-a]pyrimidine-2-carboxamido)benzoate COC(C1=C(C=CC=C1)NC(=O)C1=NN2C(N=CC=C2C2=CC(=C(C=C2)OC)OC)=C1)=O.C(C)(C)(C1=CC=CC=C1)NC(C1=CC=CC=C1)=O